N1CCNC2C1=CCCC2 1,2,3,4,4a,5-hexahydro-7H-benzo[e]pyrazin